7-isopropyl-4-(methylamino)-1-phenyl-quinazolin-2(1H)-one C(C)(C)C1=CC=C2C(=NC(N(C2=C1)C1=CC=CC=C1)=O)NC